OC1=C2CCNCC2=CC=C1CN1C(CN(CC1C)C1=C2C=CC=NC2=C(C=C1)C#N)CO 5-(4-((5-hydroxy-1,2,3,4-tetrahydroisoquinolin-6-yl)methyl)-3-(hydroxymethyl)-5-methylpiperazin-1-yl)quinoline-8-carbonitrile